C(=O)O.CN1N=NC2=C1C=CC(=C2C)C(CC(=O)O)C2=CC(=C(C=C2)C)CN2CC(OC1=C(C2)C=NC(=C1)C)(C)C 3-(1,4-dimethyl-1H-benzo[d][1,2,3]triazol-5-yl)-3-(4-methyl-3-((2,2,8-trimethyl-2,3-dihydropyrido[3,4-f][1,4]oxazepin-4(5H)-yl)methyl)phenyl)propanoic acid, formic acid salt